F[C@@H]1[C@@H](C1)C(=O)NC1=CC=C2C(=N1)NC=C2C=2C=C1C(=NC2OC)NN=C1 (1S,2S)-2-fluoro-N-(3-[6-methoxy-1H-pyrazolo[3,4-b]pyridin-5-yl]-1H-pyrrolo[2,3-b]pyridin-6-yl)cyclopropane-1-carboxamide